(tert-butyl 2-(2-hydroxyethoxy) ethyl) carbamate C(N)(OCC(OCCO)C(C)(C)C)=O